CC1=C(OCC(=O)OC(C)(C)C)C=C(C(=C1C)CC=1C=C2C3(C(N(C2=CC1)C1OCCCC1)=O)CC3)C tert-butyl 2-(2,3,5-trimethyl-4-((2'-oxo-1'-(tetrahydro-2H-pyran-2-yl)spiro[cyclopropane-1,3'-indolin]-5'-yl)methyl)phenoxy)acetate